2-((1-Bromotetradecan-4-yl)oxy)tetrahydro-2H-pyran BrCCCC(CCCCCCCCCC)OC1OCCCC1